FCC(CN(CCC(C(=O)O)NC(C(C)C=1C=NC=CC1)=O)CCCCC1=NC=2NCCCC2C=C1)OC 4-[[3-fluoro-2-methoxy-propyl]-[4-(5,6,7,8-tetrahydro-1,8-naphthyridin-2-yl)butyl]amino]-2-[2-(3-pyridyl)propanoylamino]butanoic acid